Cl.C[C@@H]1NCCOCC1 (S)-5-methyl-1,4-oxazepane hydrochloride